N-hydroxyethyl-N-methylammonium methyl-sulfate COS(=O)(=O)[O-].OCC[NH2+]C